Methyl-(E)-2-[3-chloro-2-[[(Z)-[2-methoxy-1-(2,4,6-trifluorophenyl)ethylidene]amino]-oxymethyl]phenyl]-3-methoxy-prop-2-enoate COC(\C(=C\OC)\C1=C(C(=CC=C1)Cl)CO\N=C(/COC)\C1=C(C=C(C=C1F)F)F)=O